COCC1(CC2(C1)CCC1(OCCO1)CC2)CN (2-(Methoxymethyl)-8,11-dioxadispiro[3.2.47.24]tridecan-2-yl)methanamine